6-(4-isopropyl-3-(4-(1-((3-methyloxetan-3-yl)methyl)piperidin-4-yl)phenyl)-1H-pyrazol-5-yl)-8-methoxy-[1,2,4]triazolo[1,5-a]pyridine C(C)(C)C=1C(=NNC1C=1C=C(C=2N(C1)N=CN2)OC)C2=CC=C(C=C2)C2CCN(CC2)CC2(COC2)C